ClC=1C=C(C=CC1F)C(C=1NC(=CN1)S(=O)(=O)N1CCN(CC1)S(=O)(=O)C)C1=CC(=C(C=C1)F)Cl 1-((2-(bis(3-chloro-4-fluorophenyl)methyl)-1H-imidazol-5-yl)sulfonyl)-4-(methylsulfonyl)piperazine